(2R,3S)-1-(3-((2-((3S,4R)-3-fluoro-4-hydroxy-3-methylpiperidin-1-yl)pyrimidin-4-yl)amino)-5-isopropylisoquinolin-8-yl)-2-methylazetidine-3-carbonitrile F[C@]1(CN(CC[C@H]1O)C1=NC=CC(=N1)NC=1N=CC2=C(C=CC(=C2C1)C(C)C)N1[C@@H]([C@H](C1)C#N)C)C